COC1=C(CN2C=NC3=C(C2=O)SC2=C3C(=C3C(=N2)CC(OC3)(C)C)CN(CCOCCOCCOCCOC)C)C=CC(=C1)OC 3-(2,4-Dimethoxybenzyl)-8,8-dimethyl-11-(2-methyl-5,8,11,14-tetraoxa-2-azapentadecyl)-7,10-dihydro-8H-pyrano[3'',4'':5',6']pyrido[3',2':4,5]thieno[3,2-d]pyrimidin-4(3H)-one